3-(2-(2-(4-(methylsulfinyl)phenyl)propan-2-ylamino)pyrimidin-5-yl)benzamide CS(=O)C1=CC=C(C=C1)C(C)(C)NC1=NC=C(C=N1)C=1C=C(C(=O)N)C=CC1